O1CCOC12CCN(CC2)C=2C=CC(=NC2)C(=O)NC 5-{1,4-dioxa-8-azaspiro[4.5]decan-8-yl}-N-methylpyridine-2-carboxamide